C(CC)OCCOCCOCCO 2-(2-(2-propoxyethoxy)ethoxy)ethanol